butyl 2-(benzhydrylideneamino)-3-(3,4-dimethoxyphenyl)-2-methyl-propanoate C(C1=CC=CC=C1)(C1=CC=CC=C1)=NC(C(=O)OCCCC)(CC1=CC(=C(C=C1)OC)OC)C